2',3'-DIACETYLURIDINE C(C)(=O)[C@@]1([C@@H](O[C@@H]([C@]1(O)C(C)=O)CO)N1C(=O)NC(=O)C=C1)O